1-(2-((tert-butyldimethylsilyl)oxy)ethyl)-4-(3-nitrophenyl)piperazine [Si](C)(C)(C(C)(C)C)OCCN1CCN(CC1)C1=CC(=CC=C1)[N+](=O)[O-]